[6-[[4-methyl-6-(methylamino)pyrimidin-2-yl]amino]-1,3-benzodioxol-4-yl]trifluoromethanesulfonate CC1=NC(=NC(=C1)NC)NC=1C=C(C2=C(OCO2)C1)OS(=O)(=O)C(F)(F)F